FS(C=1C=C(C=C(C1)C(F)(F)F)C1=NN(C=N1)\C=C/C(=O)NNC(CC)=O)(F)(F)(F)F (Z)-3-(3-(3-(Pentafluorosulfaneyl)-5-(trifluoromethyl)phenyl)-1H-1,2,4-triazol-1-yl)-N'-propionylacrylohydrazide